CC1=NNC(=C1C1=CC=C(C=C1)NC(=O)[C@@H]([C@H](C)C1=CC(=CC=C1)C1=CC(=NC=C1)N1[C@@H]2CO[C@H](C1)C2)NC(=O)C2(CC2)F)C N-[(1R,2R)-1-[[4-(3,5-dimethyl-1H-pyrazol-4-yl)phenyl]carbamoyl]-2-[3-[2-[(1S,4S)-2-oxa-5-azabicyclo[2.2.1]heptan-5-yl]-4-pyridyl]phenyl]propyl]-1-fluoro-cyclopropanecarboxamide